2-(5-(4-(Methylsulfonyl)-piperazin-1-yl)-1H-indazol-1-yl)-6-(trifluoromethyl)-pyridin-4-ol CS(=O)(=O)N1CCN(CC1)C=1C=C2C=NN(C2=CC1)C1=NC(=CC(=C1)O)C(F)(F)F